FC1([C@@H]([C@H](CCC1)N([C@H]1CN(CC1)C(C)C)C)N)F (1S,2R)-3,3-difluoro-N1-methyl-N1-[(3R)-1-(propan-2-yl)pyrrolidin-3-yl]cyclohexan-1,2-diamine